C(C)C=1C=NN(C1)C1(CN(C1)C=1C=2N(C=CC1)N=C(N2)NC=2C=C1CCN(CC1=CC2)C)CC#N 2-[3-(4-ethylpyrazol-1-yl)-1-[2-[(2-methyl-3,4-dihydro-1H-isoquinolin-6-yl)amino]-[1,2,4]triazolo[1,5-a]pyridin-8-yl]azetidin-3-yl]acetonitrile